CC=1C=NC2=CC(=CC=C2C1)[N+](=O)[O-] 3-methyl-7-nitroquinoline